(1R,3aS,6aR)-5-(6-cyano-1-methyl-2-oxo-1,2-dihydro-1,5-naphthyridin-4-yl)-1-methylhexahydropyrrolo[3,4-c]pyrrole-2(1H)-carboxylic acid tert-butyl ester C(C)(C)(C)OC(=O)N1[C@@H]([C@H]2CN(C[C@H]2C1)C1=CC(N(C2=CC=C(N=C12)C#N)C)=O)C